N-methyl-4-morpholino-2-[(2E)-2-(m-tolylmethylene)hydrazino]thieno[2,3-d]pyrimidine-6-carboxamide CNC(=O)C1=CC2=C(N=C(N=C2N2CCOCC2)N/N=C/C=2C=C(C=CC2)C)S1